FC(C(=C)C1=CC=CC=2OCOCC21)F 5-(3,3-difluoroprop-1-en-2-yl)benzo[d][1,3]dioxane